C(C1=CC=CC=C1)OC=1C=CC2=C(CN(S(O2)(=O)=O)CC2=C(C=CC(=C2)B2OC(C(O2)(C)C)(C)C)C)C1 6-(benzyloxy)-3-{[2-methyl-5-(4,4,5,5-tetramethyl-1,3,2-dioxaborolan-2-yl)phenyl]methyl}-3,4-dihydro-2H-1,2λ6,3-benzoxathiazine-2,2-dione